FC1=CC=2C(=NN(N2)C2=C(C(=CC(=C2)C(C)(C)C2=CC=CC=C2)C(C)(C)C2=CC=CC=C2)O)C=C1 5-fluoro-2-(2-hydroxy-3,5-di-α-cumylphenyl)-2H-benzotriazole